[Br-].FC1=CC=C(C=C1)C1C2=C(C=CC=C2N(C=2C=CC=C(C12)OC)C)OC 9-(4-fluorophenyl)-1,8-dimethoxy-10-methylacridine bromide